ClC1=C(C(=CC=C1)F)/C(/C(=O)OC)=C/OC methyl (Z)-2-(2-chloro-6-fluorophenyl)-3-methoxyacrylate